N1=NC(=NN=C1)C1=CC=C(C=C1)C(NCCOCCOCCOCCOCCOCCOCCOCCOCCOCCOCCOCCNC(NC1=CC=C(CN2CCN(CCN(CC2)CC(=O)O)CC(=O)O)C=C1)=S)=O 2,2'-(7-(4-(3-(1-(4-(1,2,4,5-tetrazin-3-yl)phenyl)-1-oxo-5,8,11,14,17,20,23,26,29,32,35-undecaoxa-2-azaheptatriacontan-37-yl)thioureido)benzyl)-1,4,7-triazonane-1,4-diyl)diacetic acid